OC=1COC(=CC1O)\C=C\C1=CC=C(C=C1)O (E)-3,4-dihydroxy-6-(4-hydroxystyryl)-2H-pyran